6-(azetidin-3-yl)-1-methyl-4-(4-(trifluoromethoxy)phenyl)-1H-benzo[d]imidazole N1CC(C1)C=1C=C(C2=C(N(C=N2)C)C1)C1=CC=C(C=C1)OC(F)(F)F